[(2R,3S,4R,5R)-5-(2-chloro-4-phenoxy-pyrrolo[2,3-d]-pyrimidin-7-yl)-3,4-dihydroxy-tetrahydro-furan-2-yl]methoxy-methylphosphonic acid ClC=1N=C(C2=C(N1)N(C=C2)[C@H]2[C@@H]([C@@H]([C@H](O2)COCP(O)(O)=O)O)O)OC2=CC=CC=C2